[6-[3-(6-methyl-2-pyridyl)-1H-pyrazol-4-yl]-1,5-naphthyridin-4-yl]methanol CC1=CC=CC(=N1)C1=NNC=C1C=1N=C2C(=CC=NC2=CC1)CO